C(C)(C)OC1=CC=C(C=C1)C1=CC=C(C=C1)C1=NN(C(C1)C=1C=C2N=CC=NC2=CC1)C(CCC(=O)O)=O 4-(3-(4'-Isopropoxy-[1,1'-biphenyl]-4-yl)-5-(quinoxalin-6-yl)-4,5-dihydro-1H-pyrazol-1-yl)-4-oxobutanoic acid